F[C@@H]1C[C@H](CN(C1)[C@H]1[C@@H](C[C@H](C1)C1=CC=C(C=C1)F)N1N=CN=C1)N (3R,5R)-5-fluoro-1-[(1R,2R,4S)-4-(4-fluorophenyl)-2-(1,2,4-triazol-1-yl)cyclopentyl]piperidin-3-amine